NC1=NC2=C(C=CC=C2C(=N1)C(=O)NCC=1C=CC=C2C=CC=NC12)SC 2-amino-8-methylsulfanyl-N-(8-quinolylmethyl)quinazoline-4-carboxamide